TriSodium Citrate Dihydrate O.O.C(CC(O)(C(=O)[O-])CC(=O)[O-])(=O)[O-].[Na+].[Na+].[Na+]